C(#C)C1=C(C=CC=C1)C1=NC=C(C(=N1)OC)C(=O)N (2-ethynylphenyl)-4-methoxypyrimidine-5-carboxamide